N-((3S,4S)-4-fluoropyrrolidin-3-yl)-6-(6-(pyrazolo[1,5-a]pyridin-3-yl)imidazo[1,2-a]pyrazin-3-yl)pyridin-2-amine F[C@@H]1[C@H](CNC1)NC1=NC(=CC=C1)C1=CN=C2N1C=C(N=C2)C=2C=NN1C2C=CC=C1